2,9-bis(naphthalen-2-yl)-4,7-diphenyl-1,10-Phenanthroline C1=C(C=CC2=CC=CC=C12)C1=NC2=C3N=C(C=C(C3=CC=C2C(=C1)C1=CC=CC=C1)C1=CC=CC=C1)C1=CC2=CC=CC=C2C=C1